1-(2-aminopyridin-4-yl)-N-(4-chloro-1-(tetrahydro-2H-pyran-2-yl)-1H-indazol-5-yl)-1H-indazol-3-amine NC1=NC=CC(=C1)N1N=C(C2=CC=CC=C12)NC=1C(=C2C=NN(C2=CC1)C1OCCCC1)Cl